ClC=1C=CC(=C(C1)C1=CC(=C(N=N1)C)NC1=CC=NC2=CC(=CC=C12)C12N(CC(N(C1)C)C2)C(=O)O)F 4-{[6-(5-chloro-2-fluorophenyl)-3-methylpyridazin-4-yl]amino}quinolin-7-yl-5-methyl-2,5-diazabicyclo[2.2.1]heptane-2-carboxylic acid